C(C=CC=CC=CCCC)(=O)O decatrienic acid